C(C)(C)(C)OC(=O)N[C@@H]1[C@@H](COC1)C(=O)NC |r| (3SR,4RS)-4-((t-butoxycarbonyl)amino)-N-methyltetrahydrofuran-3-carboxamide